diethyl-6-oxo-5-azaspiro[2.4]heptane-4,4-dicarboxylate C(C)OC(=O)C1(C2(CC2)CC(N1)=O)C(=O)OCC